N=1C=CN2C1C=CC(=C2)C2=CNC=1N=C(N=CC12)N[C@@H](C(F)(F)F)C (R)-5-(imidazo[1,2-a]pyridin-6-yl)-N-(1,1,1-trifluoropropan-2-yl)-7H-pyrrolo[2,3-d]pyrimidin-2-amine